C1(CC1)C1=C(C(=NO1)C1=C(C=CC=C1Cl)Cl)COC1C[C@H]2CC[C@@H](C1)N2C=2SC=C(N2)C2=CC=C(C(=O)O)C=C2 4-(2-((1R,3r,5S)-3-((5-cyclopropyl-3-(2,6-dichlorophenyl)isoxazol-4-yl)methoxy)-8-azabicyclo[3.2.1]octan-8-yl)thiazol-4-yl)benzoic acid